2-fluoro-5-(methoxycarbonyl)phenylboronic acid FC1=C(C=C(C=C1)C(=O)OC)B(O)O